C(CCCCCCCCC)N(C(CCCCCCCCC)=O)CCCCCCCCN(C1CCC(CC1)O)CCCCCCCC(=O)N(CCCCCCCCCC)CCCCCCCCCC N-decyl-N-(8-((8-(didecylamino)-8-oxooctyl)((1S,4S)-4-hydroxycyclohex-yl)amino)octyl)-decanamide